2-(ethylamino)pyridine C(C)NC1=NC=CC=C1